S1C(=C(C=C1)C1=CSC=C1)C(CCC(=O)O)=O 4-([3,3'-bithiophene]-2-yl)-4-oxobutanoic acid